BrC1=CC=2C3=C(C=NC2C=C1F)NC(C31CC(C1)C1=CC=NC=C1)=O 8'-Bromo-7'-fluoro-3-(pyridin-4-yl)spiro[cyclobutane-1,1'-pyrrolo[2,3-c]quinolin]-2'(3'H)-one